COC=1C=C(CC2NCCC3=CC(=C(C=C23)C)C)C=CC1OC 1-(3,4-dimethoxybenzyl)-6,7-dimethyl-1,2,3,4-tetrahydroisoquinoline